(S)-2-(4-chlorophenyl)-3-methylbutyrate ClC1=CC=C(C=C1)[C@@H](C(=O)[O-])C(C)C